7-[1-(4-piperidinyl)pyrrol-3-yl]-1,3-dihydroimidazo[4,5-b]pyridin-2-one N1CCC(CC1)N1C=C(C=C1)C1=C2C(=NC=C1)NC(N2)=O